3-(2-amino-[1,2,4]triazolo[1,5-a]pyridin-7-yl)-6-chloro-2-fluoro-N-((2r,3r)-2-fluoro-3-(4-fluorophenyl)-3-hydroxybutyl)benzamide methyl-(E,E,Z)-2,4,6-decatrienoate COC(\C=C\C=C\C=C/CCC)=O.NC1=NN2C(C=C(C=C2)C=2C(=C(C(=O)NC[C@H]([C@](C)(O)C3=CC=C(C=C3)F)F)C(=CC2)Cl)F)=N1